5-(2,5-dihydroxypiperazin-1-yl)-2,3-dihydro-1,4-benzodioxine OC1N(CC(NC1)O)C1=CC=CC=2OCCOC21